tert-butyl N-[(9R,13S)-3,9-dimethyl-8-oxo-3,4,7,18-tetraazatricyclo[12.3.1.02,6]octadeca-1(18),2(6),4,14,16-pentaen-13-yl]carbamate CN1C=2C=3C=CC=C([C@H](CCC[C@H](C(NC2C=N1)=O)C)NC(OC(C)(C)C)=O)N3